6-((2-chloro-4-nitro-5-(piperidin-4-yloxy)phenyl)amino)-3,4-dihydroquinolin-2(1H)-one ClC1=C(C=C(C(=C1)[N+](=O)[O-])OC1CCNCC1)NC=1C=C2CCC(NC2=CC1)=O